6,6-bis(((Z)-oct-5-en-1-yl)oxy)hexanenitrile C(CCC\C=C/CC)OC(CCCCC#N)OCCCC\C=C/CC